Cl.C(CCCCCCCCCCCCC)OCC(=O)OC1=CCC2=CC=CC=C12 inden-3-yl 2-(tetradecyloxy)acetate hydrochloride